C=C(C(=O)O)CC(=O)O 2-methylenebutane-dioic acid